3-cyano-5-fluoro-4-hydroxybenzoic acid methyl ester COC(C1=CC(=C(C(=C1)F)O)C#N)=O